3-(2-amino-6-chloro-5-(5-(cyanomethyl)-2-methoxybenzyl)pyrimidin-4-yl)propanoic acid NC1=NC(=C(C(=N1)CCC(=O)O)CC1=C(C=CC(=C1)CC#N)OC)Cl